8-(bicyclo[3.2.1]octan-3-yl)-9-(4-((1-(3-fluoropropyl)azetidin-3-ylidene)methyl)phenyl)-6,7-dihydro-5H-benzo[7]annulene-3-carboxylic acid C12CC(CC(CC1)C2)C=2CCCC1=C(C2C2=CC=C(C=C2)C=C2CN(C2)CCCF)C=CC(=C1)C(=O)O